tert-butyl (R)-3-(4-(3H-[1,2,3]triazolo[4,5-b]pyridin-3-yl)-2-fluoro-N-(6-(3-hydroxyprop-1-yn-1-yl)isoquinolin-1-yl)benzamido)piperidine-1-carboxylate N1=NN(C2=NC=CC=C21)C2=CC(=C(C(=O)N(C1=NC=CC3=CC(=CC=C13)C#CCO)[C@H]1CN(CCC1)C(=O)OC(C)(C)C)C=C2)F